C(C)C1=C([SiH](C=C1)O[Si](C)(C)C)O[Si](C)(C)C ethylbis(trimethylsiloxy)silol